10-[3-(6-amino-5-[2-[(2S)-1-propanoylpyrrolidin-2-yl]ethenyl]pyrimidin-4-yl)-2-methylphenyl]-4,4-dimethyl-1,10-diazatricyclo[6.4.0.0^[2,6]]dodeca-2(6),7-dien-9-one NC1=C(C(=NC=N1)C=1C(=C(C=CC1)N1C(C2=CC=3CC(CC3N2CC1)(C)C)=O)C)C=C[C@H]1N(CCC1)C(CC)=O